C(C)(C)(C)N1N=C(C(=C1NC1=NC(=NC=C1)OCC)C(=O)N)C1=CC=C(C=C1)NS(=O)(=O)CC 1-tert-butyl-3-(4-ethanesulfonamidophenyl)-5-[(2-ethoxypyrimidin-4-yl)amino]-1H-pyrazole-4-carboxamide